5-(2-Isopropyl-4,5-dimethoxy-benzyl)-N4-(tetrahydro-pyran-4-yl)-pyrimidine-2,4-diamine C(C)(C)C1=C(CC=2C(=NC(=NC2)N)NC2CCOCC2)C=C(C(=C1)OC)OC